N1=CN=C2NC=NC2=C1C=1C(=NC=CC1)NC=1C=CC(=C(C1)NC(C1=CC(=CC=C1)Cl)=O)F N-(5-(3-(9H-purin-6-yl)pyridin-2-ylamino)-2-fluorophenyl)-3-chlorobenzamid